(trimethylsilyl)[3-(trimethoxysilyl) propyl] sulfide C[Si](C)(C)SCCC[Si](OC)(OC)OC